2,4,5-trihydroxybenzophenone OC1=C(C(=O)C2=CC=CC=C2)C=C(C(=C1)O)O